6-((5-Cyclopropyl-3-(6-methylpyridin-3-yl)isoxazol-4-yl)methoxy)-N-(3-methyloxetan-3-yl)pyridazin-3-carboxamid C1(CC1)C1=C(C(=NO1)C=1C=NC(=CC1)C)COC1=CC=C(N=N1)C(=O)NC1(COC1)C